ClC1=CC=C(C=C1)C=1N=C(NC1C1=CC=CC=C1)CC1=CSC=C1 4-(4-chlorophenyl)-5-phenyl-2-(3-thienylmethyl)imidazole